N1-ethyl-N1,N8,N8-trimethyl-naphthalene-1,8-diamine C(C)N(C1=CC=CC2=CC=CC(=C12)N(C)C)C